C(C1=CC=CC=C1)C=1NC(=NN1)C(=O)N[C@H]1[C@@H]2[C@H](C3=C(N(C1=O)C)N=CC=C3)C2 5-benzyl-N-((1aS,2S,8bR)-4-methyl-3-oxo-1,1a,2,3,4,8B-hexahydrocyclopropa[d]pyrido[2,3-B]azepin-2-yl)-4H-1,2,4-triazole-3-carboxamide